FC=1C=C(C=CC1)[C@@H]1N(CCC1)C=1C=CC=2N(N1)C(=CN2)C2=CC=CC(=N2)N2CCN(CC2)CC(=O)O (R)-2-(4-(6-(6-(2-(3-fluorophenyl)pyrrolidin-1-yl)imidazo[1,2-b]pyridazin-3-yl)pyridin-2-yl)piperazin-1-yl)acetic acid